5-chloro-4-(cyclopentylmethoxy)-N-((3,4-dihydro-2H-benzo[b][1,4]dioxepin-7-yl)sulfonyl)-2-fluorobenzamide ClC=1C(=CC(=C(C(=O)NS(=O)(=O)C2=CC3=C(OCCCO3)C=C2)C1)F)OCC1CCCC1